rac-tert-butyl (3R,5S)-3-(5-(3-(4-bromo-6-chloro-1-(tetrahydro-2H-pyran-2-yl)-1H-indazol-5-yl)propyl)-1,2,4-oxadiazol-3-yl)-5-((tert-butyldiphenylsilyl)oxy)piperidine-1-carboxylate BrC1=C2C=NN(C2=CC(=C1CCCC1=NC(=NO1)[C@H]1CN(C[C@H](C1)O[Si](C1=CC=CC=C1)(C1=CC=CC=C1)C(C)(C)C)C(=O)OC(C)(C)C)Cl)[C@@H]1OCCCC1 |&1:50|